ClC=1C=C(C=C(C1OC=1C=C2C(=CC(=NC2=CC1)C1CCC(CC1)(F)F)C)Cl)N1N=C(C(NC1=O)=O)C#N 2-(3,5-Dichloro-4-((2-(4,4-difluorocyclohexyl)-4-methylquinolin-6-yl)oxy)phenyl)-3,5-dioxo-2,3,4,5-tetrahydro-1,2,4-triazine-6-carbonitrile